2,4-dichloro-6-phenyl-triazine ethyl-(±)-4-(5-ethoxy-2-hydroxycyclohexyl)benzoate C(C)OC(C1=CC=C(C=C1)C1C(CCC(C1)OCC)O)=O.ClN1NC(=CC(=N1)Cl)C1=CC=CC=C1